ClC=1C(=C(C=CC1)C(C)S(=O)(=O)C1=CC(=CS1)S(=O)(=O)N(C)C)N1CCC(CC1)(C)C 5-[[1-[3-Chloro-2-(4,4-dimethyl-1-piperidinyl)phenyl]ethyl]sulfonyl]-N,N-dimethylthiophene-3-sulfonamide